2-chloro-3-(2,2,2-trifluoroethoxymethyl)-4-methylsulfonylphenol ClC1=C(C=CC(=C1COCC(F)(F)F)S(=O)(=O)C)O